4,5-dinitro-1,2,3-triazole [N+](=O)([O-])C=1N=NNC1[N+](=O)[O-]